rac-tert-butyl (3R,4R)-3-amino-4-methoxypyrrolidine-1-carboxylate N[C@@H]1CN(C[C@H]1OC)C(=O)OC(C)(C)C |r|